C1=C(C=CC2=CC(=CC=C12)S(=O)(=O)O)S(=O)(=O)O 2,6-Naphthalenedisulphonic acid